ClC1=C(C=C(CC=2C(=C(N)C=C(C2)F)C)C=C1)F 3-(4-chloro-3-fluorobenzyl)-5-fluoro-2-methyl-aniline